(2S)-2-hydroxy-1-[(3S)-3-phenyl-1,2-oxazolidin-2-yl]propan-1-one O[C@H](C(=O)N1OCC[C@H]1C1=CC=CC=C1)C